6-[8-(1,3-benzothiazol-2-ylcarbamoyl)-3,4-dihydroisoquinolin-2(1H)-yl]-3-[1-(3,5-di-tert-butylbenzyl)-1H-pyrazol-4-yl]pyridine-2-carboxylic acid S1C(=NC2=C1C=CC=C2)NC(=O)C=2C=CC=C1CCN(CC21)C2=CC=C(C(=N2)C(=O)O)C=2C=NN(C2)CC2=CC(=CC(=C2)C(C)(C)C)C(C)(C)C